ClC1=CC(=C(CCN2C[C@@H](CC2)CNC(OC(C)(C)C)=O)C=C1Cl)OCC tert-butyl (S)-((1-(4,5-dichloro-2-ethoxyphenethyl)pyrrolidin-3-yl)methyl)carbamate